3,5-dichloro-4-hydroxy-N-(3-(3-(methylsulfonyl)benzyl)-4-oxo-3,4-dihydroquinazolin-5-yl)benzamide ClC=1C=C(C(=O)NC2=C3C(N(C=NC3=CC=C2)CC2=CC(=CC=C2)S(=O)(=O)C)=O)C=C(C1O)Cl